ClC1=NC(=C(C(=N1)N1C[C@@H](N(CC1)C(=O)[O-])CC#N)[N+](=O)[O-])CC1(CCCC2=C(C=C(C=C12)F)C)C(=O)OC (2S)-4-(2-chloro-6-((7-fluoro-1-(methoxycarbonyl)-5-methyl-1,2,3,4-Tetrahydronaphthalen-1-yl)methyl)-5-nitropyrimidin-4-yl)-2-(cyanomethyl)piperazine-1-carboxylate